4,8-bis(5-(2-ethylhexyl)-4-fluorothienyl)benzo[1,2-b:4,5-b']dithiophene C(C)C(CC1=C(C=C(S1)C1=C2C(SC=C2)=C(C2=C1SC=C2)C=2SC(=C(C2)F)CC(CCCC)CC)F)CCCC